methyl (3S)-(dibenzylamino)-2-fluoropropionate C(C1=CC=CC=C1)N(CC1=CC=CC=C1)C(C(=O)OC)(C)F